ClC1=CC=C(C(=O)NC2=CC=C(C=C2)CN2CCN(CC2)C)C=C1 4-chloro-N-(4-((4-methylpiperazin-1-yl)methyl)phenyl)benzamide